N1(CCC=CC1)C(=O)[O-] 1,2,3,6-tetrahydropyridine-1-carboxylate